OC12CC3(CC(CC(C1)C3)C2)N2C3=NC(=NC=C3N(C2=O)C)NC=2C(=CC=3N(C2)N=CN3)C 9-(3-hydroxyadamantan-1-yl)-7-methyl-2-((7-methyl-[1,2,4]triazolo[1,5-a]pyridin-6-yl)amino)-7,9-dihydro-8H-purin-8-one